FC1=CC=C(C=C1)C#CC=1C=C(C=CC1S(=O)(=O)CC1=NN(C=C1)C)NC(OC1=CC=CC=C1)=O phenyl (3-((4-fluorophenyl)ethynyl)-4-(((1-methyl-1H-pyrazol-3-yl)methyl)sulfonyl)phenyl)carbamate